C(#N)C1=CC=2N(C3=CC=C(C=C3SC2C=C1)C#N)C 2,7-dicyano-10-methyl-phenothiazine